CN1C(=CC=2C1=NC(=CN2)N2CC(CCC2)COC=2C(=NC=CC2)C(F)(F)F)C2=CC=CC=C2 5-methyl-6-phenyl-3-(3-(((2-(trifluoromethyl)pyridin-3-yl)oxy)methyl)piperidin-1-yl)-5H-pyrrolo[2,3-b]pyrazine